(3R,4S)-3-cyclopropyl-4-methyl-2-oxo-1-[6-(7-oxo-6,8-dihydro-5H-1,8-naphthyridin-3-yl)pyrazolo[1,5-a]pyrazin-4-yl]pyrrolidine-3-carbonitrile C1(CC1)[C@]1(C(N(C[C@H]1C)C=1C=2N(C=C(N1)C=1C=NC=3NC(CCC3C1)=O)N=CC2)=O)C#N